BrC1=NN(C(=C1)C)CC1=CC=C(C=C1)N1N=CN(C1=O)CC1=C(C=CC=C1F)F 2-[4-[(3-bromo-5-methyl-pyrazol-1-yl)methyl]phenyl]-4-[(2,6-difluorophenyl)methyl]-1,2,4-triazol-3-one